4-(4-(Hydroxymethyl)cyclohexyl)phenol OCC1CCC(CC1)C1=CC=C(C=C1)O